COC=1C(=NC(=NC1NC1=CC=NC=C1)N1[C@@H](COCC1)CO)C1=CC(=CC=C1)C1=NN(C=C1)C (R)-(4-(5-methoxy-4-(3-(1-methyl-1H-pyrazol-3-yl)phenyl)-6-(pyridin-4-ylamino)pyrimidin-2-yl)morpholin-3-yl)methanol